C1(=CC(=CC=C1)NC(C1=NC=CC=C1)=O)C N-(m-tolyl)picolinamide